ClC=1C=CC(=NC1O)C(=O)OC methyl 5-chloro-6-hydroxypicolinate